FC1(CCN(CCC1)C=1N=NC(=C(C1C(=O)NC12CC(C1)(C2)C(=O)OC)C)C(F)(F)F)F methyl 3-(3-(4,4-difluoroazepan-1-yl)-5-methyl-6-(trifluoromethyl)pyridazine-4-carboxamido)bicyclo[1.1.1]pentane-1-carboxylate